5,7-Dichloro-8-fluoro-2-mercaptopyrido[4,3-d]pyrimidin-4(3H)-one ClC1=NC(=C(C=2N=C(NC(C21)=O)S)F)Cl